ClC=1C=C2C(=NC(=NC2=C(C1C1=C2C=NNC2=CC=C1C)F)OCCN1CC(CC1)(F)F)N1CCN(CC1)C(C=C)=O 1-(4-(6-chloro-2-(2-(3,3-difluoro-pyrrolidin-1-yl)ethoxy)-8-fluoro-7-(5-methyl-1H-indazol-4-yl)quinazolin-4-yl)piperazin-1-yl)prop-2-en-1-one